3,4-Dimethyl-5-pentyl-5H-furan CC=1COC(C1C)CCCCC